FC1=CC=C(C(=O)NCC=2N=NN(C2)[C@@H](CC(NO)=O)CC2=CC=C(C=C2)C=2C=NC=NC2)C=C1 (R)-4-Fluoro-N-{1-[2-hydroxycarbamoyl-1-(4-pyrimidin-5-yl-benzyl)-ethyl]-1H-[1,2,3]triazol-4-ylmethyl}-benzamid